3-(beta-D-Glucopyranosyloxy)-1-hydroxy-2-(hydroxylmethyl)-anthraquinone [C@@H]1([C@H](O)[C@@H](O)[C@H](O)[C@H](O1)CO)OC=1C(=C(C=2C(C3=CC=CC=C3C(C2C1)=O)=O)O)CO